FC1(C(NC2=CC(=CC=C2C1O)SC)=O)F 3,3-difluoro-4-hydroxy-7-(methylsulfanyl)-1,2,3,4-tetrahydroquinolin-2-one